1,2-didecyl-sn-glycero-3-phosphate choline OCC[N+](C)(C)C.C(CCCCCCCCC)OC[C@@H](OCCCCCCCCCC)COP(=O)(O)O